C(CCCCCCCCC)C(CCCN1C(C2=CN(C(C2=C1)=O)CCCC(CCCCCCCCCC)CCCCCCCCCC)=O)CCCCCCCCCC 2,5-bis(4-decyltetradecyl)pyrrolo[3,4-c]pyrrole-1,4(2h,5h)dione